CC1N(C2=CC=CC=C2C1)CC(=O)N1CCCCC1 2-(2-methylindolin-1-yl)-1-(piperidin-1-yl)ethan-1-one